C(C)(C)(C)OC(=O)N1CC2(C1)COC(OC2)CCN(CC=2C=CC1=C(CCO1)C2)C2=NC=C(C=C2)C#N.CC(C)P(C(C)CCCC)C(C)CCCC 2-propyl-di-(2-hexyl)phosphine tert-butyl-7-(2-((5-cyanopyridin-2-yl)((2,3-dihydrobenzofuran-5-yl)methyl)amino)ethyl)-6,8-dioxa-2-azaspiro[3.5]nonane-2-carboxylate